ClC1=CC(=C(C(=C1)F)NC=1N(C2=NC(=NC=C2N1)N[C@H]1[C@@H](COCC1)C)C1CCC(CC1)(C(=O)N)C)F (1S,4s)-4-(8-(4-chloro-2,6-difluorophenylamino)-2-((3S,4R)-3-methyltetrahydro-2H-pyran-4-ylamino)-9H-purin-9-yl)-1-methylcyclohexanecarboxamide